BrC=1C(=CC2=C(NC(C(CS2)(CC)CCCC)=O)C1)OC 7-bromo-3-butyl-3-ethyl-8-methoxy-2,3-dihydro-1,5-benzothiazepine-4(5H)-one